ClC1CCC2=CC(=CC(=C12)C)C1=CC(=C(C=C1)C1CC1)Cl 1-chloro-5-(3-chloro-4-cyclopropyl-phenyl)-7-methyl-indan